C(CCC)(=O)N1CCN(CC1)C1=CC=C(C=C1)F 1-butyryl-4-(4-fluorophenyl)piperazine